C(CCCC)C(C=C(C(=O)OC)C(=O)OC)CCCC dimethyl (2-n-pentylhexylidene)malonate